ClC1=C(C=CC(=C1)OCC1=CC(=C(C=C1)C1CCCC1)C(F)(F)F)[N+](=O)[O-] 2-chloro-4-((4-cyclopentyl-3-(trifluoromethyl)benzyl)oxy)-1-nitrobenzene